C(C)OC(CSSCC(OCC)OCC)OCC bis(2,2-diethoxyethyl) disulfide